[Ca].[Mg].[Si].[Fe].[Mn] manganese iron silicon magnesium calcium